(methoxymethyl)-1-methylazacyclobutylamine COCNC1N(CC1)C